(R)-4-[[8-(2-chlorophenyl)-7-(4-chlorophenyl)-1-[(2,2-dimethyl-1,3-dioxolan-4-yl)methyl]-2,6-dioxopurin-3-yl]methyl]benzamide ClC1=C(C=CC=C1)C1=NC=2N(C(N(C(C2N1C1=CC=C(C=C1)Cl)=O)C[C@H]1OC(OC1)(C)C)=O)CC1=CC=C(C(=O)N)C=C1